propoxymethylbenzene C(CC)OCC1=CC=CC=C1